[6-(3-cyclopropyl-1H-1,2,4-triazol-5-yl)-2-azaspiro[3.3]heptan-2-yl]-[6-[(4-dimethylphosphoryl-2-methyl-pyrazol-3-yl)methyl]-2,6-diazaspiro[3.3]heptan-2-yl]methanone C1(CC1)C1=NNC(=N1)C1CC2(CN(C2)C(=O)N2CC3(C2)CN(C3)CC=3N(N=CC3P(=O)(C)C)C)C1